BrC1=C(C=C(C=C1)C1CC1)O 2-Bromo-5-cyclopropylphenol